CC1=CC=C(C=C1)S(=O)(=O)O[C@@H]1[C@H]2CO[C@@H]([C@@H]([C@H]1OCOC)OCOC)O2 [(1R,2R,3R,4R,5R)-3,4-bis(methoxymethoxy)-6,8-dioxabicyclo[3.2.1]octan-2-yl] 4-methylbenzenesulfonate